CIS-ISOBUTYRATE C(C(C)C)(=O)[O-]